[C@@H]1([C@H](O)[C@H](O)[C@@H](CO)O1)N1C(=O)N=C(N)C(=C1)C(=O)N cytidine-5-carboxamide